C(C1=CC=CC=C1)O[C@@H](CCOCCO[Si](C)(C)C(C)(C)C)C 2-[(3R)-3-benzyloxybutoxy]ethoxy-tert-butyl-dimethyl-silane